3,14-dihydroxymorphinan OC=1C=CC=2C[C@@H]3[C@@]4(CCCC[C@@]4(C2C1)CCN3)O